isodecanesulfonic acid C(CCCCCCC(C)C)S(=O)(=O)O